CC1=C2C(=C(N(C2=CC(=C1)C1CC(OCC1)(C)C)C)C(=O)OCCN(CCO)C1=CC=C(C=C1)C)CC#N 2,2'-[(4-methylphenyl)imino]bisethanol methyl-3-(cyanomethyl)-6-(2,2-dimethyltetrahydro-2H-pyran-4-yl)-1-methyl-1H-indole-2-carboxylate